3-(3-(2-methyl-1,3-dioxolan-2-yl)propoxy)pyrrolidine-1-carboxylic acid (R)-tert-butyl ester C(C)(C)(C)OC(=O)N1CC(CC1)OCCCC1(OCCO1)C